CCC(C(=O)O)(C)C.S1C(C)(C)[C@H](C(=O)O)N2[C@H]1[C@H](N)C2=O 6-aminopenicillanic acid methyl-pivalate